N-[4-[(6,7-Dimethoxy-1,5-naphthyridin-4-yl)oxy]-3-fluorophenyl]-4-hydroxy-2-(methoxymethyl)-6-methyl-5-(5-methylfuran-2-yl)pyridine-3-carboxamide COC=1N=C2C(=CC=NC2=CC1OC)OC1=C(C=C(C=C1)NC(=O)C=1C(=NC(=C(C1O)C=1OC(=CC1)C)C)COC)F